C(C1=CC=CC=C1)OC1=C2C3=C(C(OC2=CC=C1)=O)C=C(C=C3)C3CN(CCC3)CC(=O)N 3-(benzyloxyl-oxo-6H-benzo[c]chromen-8-yl)-2-(piperidin-1-yl)acetamide